2,4-dichlorophenyl-4,4-dimethyl-3-isoxazolidone ClC1=C(C=CC(=C1)Cl)N1OCC(C1=O)(C)C